(R)-2-phenyl-aziridine C1(=CC=CC=C1)[C@H]1NC1